C(C)(C)(C)OC(=O)N1C[C@@H]2[C@H](C1)CC(C2)OC2=C(C=C(C=C2)C(F)(F)F)F |r| rac-(3aR,6aS)-5-(2-fluoro-4-(trifluoromethyl)phenoxy)hexahydrocyclopenta[c]pyrrole-2(1H)-carboxylic acid tert-butyl ester